4-(2-(but-2-yn-1-yloxy)-6-(3-(m-tolyl)-1H-pyrazol-1-yl)pyrimidin-4-yl)morpholine C(C#CC)OC1=NC(=CC(=N1)N1CCOCC1)N1N=C(C=C1)C=1C=C(C=CC1)C